C(C1=CC=CC=C1)OC1=C(C=C(C=C1)C(C)(C)C)S(=O)(=O)N 2-benzyloxy-5-tert-butyl-benzenesulfonamide